2,6-dimethyltyrosine CC1=C(C[C@H](N)C(=O)O)C(=CC(=C1)O)C